3-(benzyloxy)-8-((tetrahydro-2H-pyran-3-yl)oxy)-6H-benzo[c]chromen-6-one C(C1=CC=CC=C1)OC1=CC=C2C3=C(C(OC2=C1)=O)C=C(C=C3)OC3COCCC3